C(C)OC1=C(C=C(C=C1)CC)S(=O)(=O)NC(=O)C=1OC2=C(C1)C(=CC(=C2)N2CC(C2)F)F N-(2-ethoxy-5-ethylbenzene-1-sulfonyl)-4-fluoro-6-(3-fluoroazetidin-1-yl)-1-benzofuran-2-carboxamide